bis-(4-tert-butylphenyl)iodonium hexafluoropropanesulfonate FC(C(C(S(=O)(=O)[O-])(F)F)(F)F)F.C(C)(C)(C)C1=CC=C(C=C1)[I+]C1=CC=C(C=C1)C(C)(C)C